NC(CC(=O)O)C1=CC(=CC=C1)Br 3-amino-3-(3-bromophenyl)propionic acid